N-(2'-amino-5'H-spiro[isochromane-4,4'-thiazole]-6-yl)-2,4,6-triisopropylbenzenesulfonamide NC=1SCC2(N1)COCC1=CC=C(C=C12)NS(=O)(=O)C1=C(C=C(C=C1C(C)C)C(C)C)C(C)C